FC=1C=C(COC=2C=C3N(C(N2)=O)C[C@H]2N3CCC2)C=C(C1OC=1C=NC(=CC1)C(F)(F)F)F (S)-3-((3,5-difluoro-4-((6-(trifluoromethyl)pyridin-3-yl)oxy)benzyl)oxy)-7,8,8a,9-tetrahydropyrrolo[1',2':3,4]imidazo[1,2-c]pyrimidin-1(6H)-one